[2-(2-aminopyrimidin-5-yl)ethynyl]-N-[(1S,2S)-5,5-difluoro-2-hydroxycyclohexyl]-4-(difluoromethoxy)benzamide p-toluenesulfonate salt CC1=CC=C(C=C1)S(=O)(=O)O.NC1=NC=C(C=N1)C#CC1=C(C(=O)N[C@@H]2[C@H](CCC(C2)(F)F)O)C=CC(=C1)OC(F)F